1-((3S,4S)-3-fluoro-4-((4-((5-(furan-2-yl)-2-methoxyphenyl)amino)-7-methoxyquinazoline-6-yl)oxy)piperidin-1-yl)prop-2-en-1-one F[C@H]1CN(CC[C@@H]1OC=1C=C2C(=NC=NC2=CC1OC)NC1=C(C=CC(=C1)C=1OC=CC1)OC)C(C=C)=O